methyl 1-[(3S)-5-oxo-1-phenyl-pyrrolidine-3-carbonyl]piperidine-4-carboxylate O=C1C[C@@H](CN1C1=CC=CC=C1)C(=O)N1CCC(CC1)C(=O)OC